(phenanthrenyl)quinoline C1(=CC=CC=2C3=CC=CC=C3C=CC12)C1=NC2=CC=CC=C2C=C1